CC1(N(C(CCC1)(C)C)C(C(=O)[O-])(CCCCCCCC(=O)[O-])N1C(CCCC1(C)C)(C)C)C bis(2,2,6,6-tetramethylpiperidinyl)-sebacate